(2S)-2-[9H-fluoren-9-ylmethoxycarbonyl(methyl)amino]-5-oxo-5-prop-2-enoxypentanoic acid C1=CC=CC=2C3=CC=CC=C3C(C12)COC(=O)N([C@H](C(=O)O)CCC(OCC=C)=O)C